6-(1-methyl-1H-pyrazol-4-yl)-2-(thiazol-5-yl)pyrimidine-4-carboxylic acid CN1N=CC(=C1)C1=CC(=NC(=N1)C1=CN=CS1)C(=O)O